NCCCCCCCCCCCOC(C=C)=O acrylic acid-11-aminoundecyl ester